C(C)(C)(C)ON=S=O (tert-butoxy)(sulfinylidene)amine